ClC1=C(C(=CC=C1)Cl)B(O)O 2,6-dichlorobenzeneboronic acid